C(CCC)N1C(S\C(\C1(C)C)=C/C=1C=NC=CC1)=O (Z)-3-butyl-4,4-dimethyl-5-(pyridin-3-ylmethylene)thiazolidin-2-one